Cl.O1CCN(CC1)C1=CC(=NC=2N1N=C(C2)C2=CC=NC=C2)NC2=CC(=NN2)C2=CC=C(C=C2)C 7-morpholino-2-(pyridin-4-yl)-N-(3-(p-tolyl)-1H-pyrazol-5-yl)pyrazolo[1,5-a]pyrimidin-5-amine hydrochloride salt